N-(2,6-Dimethyl-phenyl)-4-[4-(2-Fluoro-pyridin-3-yl)-5-methylsulfanyl-pyrimidin-2-ylamino]-benzamid CC1=C(C(=CC=C1)C)NC(C1=CC=C(C=C1)NC1=NC=C(C(=N1)C=1C(=NC=CC1)F)SC)=O